4-(trifluoromethyl)thiophene-2-carboxylic acid FC(C=1C=C(SC1)C(=O)O)(F)F